C(C1=CC=NC=C1)N\N=C\C1=CC=C(C(=O)NC2=CC=C(C=C2)OC)C=C1 (E)-4-((2-isonicotinyl-hydrazono)methyl)-N-(4-methoxyphenyl)benzamide